C(C1=CC=CC=C1)N1C[C@H](CCC1)C1=CC=NC=2N1N=C(C2CNCC2CC(N(CC2)C)=O)C 4-((((7-((S)-1-benzylpiperidin-3-yl)-2-methylpyrazolo[1,5-a]pyrimidin-3-yl)methyl)amino)methyl)-1-methylpiperidin-2-one